P(=O)(OC[C@H]1O[C@@]([C@@H]([C@@H]1O)O)(C#N)C1=CC=C2C(=NC=NN21)N)(OCCCCOCCCCCCCCCCCCCCCCC)O [(2R,3S,4R,5R)-5-(4-Aminopyrrolo[2,1-f][1,2,4]triazin-7-yl)-5-cyano-3,4-dihydroxy-tetrahydrofuran-2-yl]methyl 4-heptadecoxybutyl hydrogen phosphate